4-(6-Nitropiperidin-3-yl)hexahydropyrrolo[3,4-b][1,4]oxazine-6(2H)-carboxylic acid tert-butyl ester C(C)(C)(C)OC(=O)N1CC2OCCN(C2C1)C1CNC(CC1)[N+](=O)[O-]